BrC=1C(=NC(=CC1N)C(C)C)OC 3-bromo-6-isopropyl-2-methoxypyridin-4-amine